NC1=C(C=CC=C1)N1C=CC2=CC=CC=C12 N-(2-aminophenyl)indole